4-Amino-1-(6-aminopyridin-2-yl)-2-oxo-7-(trifluoromethyl)-1,2-dihydroquinoline-3-carboxylic acid methyl ester COC(=O)C=1C(N(C2=CC(=CC=C2C1N)C(F)(F)F)C1=NC(=CC=C1)N)=O